2-(2-((2-(methylsulfonyl)benzo[d]thiazol-6-yl)oxy)acetamido)-3-phenyl-propionamide CS(=O)(=O)C=1SC2=C(N1)C=CC(=C2)OCC(=O)NC(C(=O)N)CC2=CC=CC=C2